7-methoxy-4-(prop-1-en-2-yl)phthalazin-1(2H)-one COC1=CC=C2C(=NNC(C2=C1)=O)C(=C)C